2-(6-(((1S,2S,3R,5S,6S)-2,6-difluoro-1-methyl-8-azabicyclo[3.2.1]octan-3-yl)(methyl)amino)-1,2,4-triazin-3-yl)-5-(1H-imidazol-1-yl)phenol F[C@@H]1[C@@]2(C[C@@H]([C@H](C[C@H]1N(C1=CN=C(N=N1)C1=C(C=C(C=C1)N1C=NC=C1)O)C)N2)F)C